1-(4-fluorophenyl)-2-phenylethanone FC1=CC=C(C=C1)C(CC1=CC=CC=C1)=O